The molecule is a 2-carbon sulfoxide in which the sulfur atom has two methyl substituents. It has a role as a polar aprotic solvent, a radical scavenger, a non-narcotic analgesic, an antidote, a MRI contrast agent, an Escherichia coli metabolite and an alkylating agent. It is a sulfoxide and a volatile organic compound. CS(=O)C